C(C)(=O)C1=CC=C(C=C1)N1CN2N(CC=C3C2C=2C=C(C(=C(C2OC3(C)C)Cl)NC(C)C)Cl)C1 2-(4-acetylphenyl)-9,11-dichloro-10-(isopropylamino)-7,7-dimethyl-5,12b-dihydro-1H,7H-chromeno[4,3-c][1,2,4]triazolo[1,2-a]Pyridazine